(2S)-2-(3-(5-(1-amino-2,2-difluoroethyl)-6-oxo-1,6-dihydropyridin-3-yl)-4,4-difluoropiperidin-1-yl)-N-((R)-5-(3,5-difluorophenyl)-6,7-dihydro-5H-pyrrolo[1,2-a]imidazol-2-yl)propanamide NC(C(F)F)C1=CC(=CNC1=O)C1CN(CCC1(F)F)[C@H](C(=O)NC=1N=C2N(C1)[C@H](CC2)C2=CC(=CC(=C2)F)F)C